methyl-3-bromo-2-chloro-8-methoxyquinoline-6-carboxylate COC(=O)C=1C=C2C=C(C(=NC2=C(C1)OC)Cl)Br